C1(=CC=CC=C1)[C@@H](C)N1C[C@@H](CC1)CO (R)-1-((R)-1-phenylethyl)-3-hydroxymethylpyrrolidine